NC1=C2N=CN(C2=NC(=N1)F)[C@H]1C[C@@H]([C@@](O1)(C#C)CO[P@](=O)(OC1=CC=CC=C1)N[C@@H](CC1=CC=CC=C1)C(=O)OCCCCCCCCCCCC)OC(=O)OCCCCCC Dodecyl ((S)-(((2R,3S,5R)-5-(6-amino-2-fluoro-9H-purin-9-yl)-2-ethynyl-3-(((hexyloxy)carbonyl)oxy) tetrahydrofuran-2-yl)methoxy)(phenoxy)phosphoryl)-L-phenylalaninate